C(C)(C)N1N=C(C2=NC(=CC(=C21)O)O)C 1-isopropyl-3-methyl-1H-pyrazolo[4,3-b]Pyridine-5,7-diol